N-Methyl-Glucamine t-butylaminopropyl-acrylate n-decyl-dodecanedioate (isodecyl)dodecanedioate n-octyl-dodecanedioate C(CCCCCCC)OC(CCCCCCCCCCC(=O)O)=O.C(CCCCCCC(C)C)OC(CCCCCCCCCCC(=O)O)=O.C(CCCCCCCCC)C(C(=O)O)CCCCCCCCCC(=O)O.C(C)(C)(C)NCCCC(C(=O)O)=C.CNC[C@H](O)[C@@H](O)[C@H](O)[C@H](O)CO